PREHNITIC ACID C(C1=C(C(=O)O)C(C(=O)O)=CC(C(=O)O)=C1)(=O)O